C(C(C)C)(=O)C1=CC(=C(COC2=CC=CC(=N2)C2CCN(CC2)CC2=NC3=C(N2C[C@H]2OCC2)C=C(C=C3)C(=O)OC)C=C1)OC methyl (S)-2-((4-(6-((4-isobutyryl-2-methoxybenzyl)oxy)pyridin-2-yl)piperidin-1-yl)methyl)-1-(oxetan-2-ylmethyl)-1H-benzo[d]imidazole-6-carboxylate